Cl.FC1=CC(=C(CC2=C(N=C3N2CCNC3)C(=O)NC)C=C1)C(F)(F)F (4-fluoro-2-(trifluoromethyl)benzyl)-N-methyl-5,6,7,8-tetrahydroimidazo[1,2-a]pyrazine-2-carboxamide hydrochloride